C(C)OC(=O)OC[C@@H]1[C@H]([C@@H]([C@H]([C@@H](O1)OC1=NN(C(=C1CC1=CC=C(C=C1)OC(C)C)C)C(C)C)O)O)O 3-(6-O-ethoxycarbonyl-β-D-glucopyranosyloxy)-4-[(4-isopropoxyphenyl)-methyl]-1-isopropyl-5-methylpyrazole